zinc-aluminum gold [Au].[Al].[Zn]